C(C)OC(=O)C1(CSCC1O)N1C2=NC=NC(=C2N=C1)N1CCCCC1 (±)-Ethyl-4-hydroxy-3-(6-(piperidin-1-yl)-9H-purin-9-yl)tetrahydrothiophene-3-carboxylate